tri(4-bromophenyl)methane BrC1=CC=C(C=C1)C(C1=CC=C(C=C1)Br)C1=CC=C(C=C1)Br